C(CC)(=O)OCCCCCCCC n-octyl alcohol propionate